1-(tert-butyl)-3-(4-(ethylsulfonamido)phenyl)-5-((2-methoxy-5-methylpyridin-4-yl)amino)-1H-pyrazole-4-carboxamide C(C)(C)(C)N1N=C(C(=C1NC1=CC(=NC=C1C)OC)C(=O)N)C1=CC=C(C=C1)NS(=O)(=O)CC